Benzyl (S)-4-(2-((3-(4-(benzyloxy)phenyl)-1-methoxy-1-oxopropan-2-yl)amino)-2-oxoethyl)piperidine-1-carboxylate C(C1=CC=CC=C1)OC1=CC=C(C=C1)C[C@@H](C(=O)OC)NC(CC1CCN(CC1)C(=O)OCC1=CC=CC=C1)=O